5-(m-pyridylmethylamino)-4H-1,2,4-triazole N1=CC(=CC=C1)CNC=1NC=NN1